(1s,2s)-2-fluoro-N-(6-(4-methyl-6-(trifluoromethyl)pyridin-3-yl)benzo[d]thiazol-2-yl)cyclopropane-1-carboxamide F[C@@H]1[C@@H](C1)C(=O)NC=1SC2=C(N1)C=CC(=C2)C=2C=NC(=CC2C)C(F)(F)F